3-(1-isopropylpiperidin-4-yl)-2-methylpropane-1,3-dione C(C)(C)N1CCC(CC1)C(C(C=O)C)=O